hydroxyflavone OC1=C(OC2=CC=CC=C2C1=O)C1=CC=CC=C1